C1(CCC1)CNCC1=C(C2=C(C=CC(=NO2)O)C=C1)O 8-(((cyclobutylmethyl)amino)methyl)-3,9-dihydroxybenzo[5,6]oxazepin